(S)-4-iminoacetamido-3-((5,7-difluorochroman-4-yl)oxy)-N,N-dimethylbenzamide N=CC(=O)NC1=C(C=C(C(=O)N(C)C)C=C1)O[C@H]1CCOC2=CC(=CC(=C12)F)F